racemic-trans-4-azido-1-benzyl-4-methylpiperidin-3-ol N(=[N+]=[N-])[C@]1([C@@H](CN(CC1)CC1=CC=CC=C1)O)C |r|